2-(((S,E)-3-(((S)-2-(2-amino-2-methylpropanamido)-3-methylbutyryl)oxy)-7-chlorohept-4-enamido)methyl)thiazole-4-carboxylic acid trifluoroacetate FC(C(=O)O)(F)F.NC(C(=O)N[C@H](C(=O)O[C@@H](CC(=O)NCC=1SC=C(N1)C(=O)O)\C=C\CCCl)C(C)C)(C)C